O(C1=CC=CC=C1)C(CCCN)OC1=CC=CC=C1 diphenoxyn-butylamine